[N+](=[N-])=C1C(C=2C=CC=C(C2C=C1)S(=O)(=O)Cl)=O 6-diazo-5-oxo-5,6-dihydronaphthalene-1-sulfonyl chloride